The molecule is a cardenolide glycoside that is gitoxigenin in which the 3beta-hydroxy group has been glycosylated with tridigitoxose. It derives from a gitoxigenin. C[C@@H]1[C@H]([C@H](C[C@@H](O1)O[C@@H]2[C@H](O[C@H](C[C@@H]2O)O[C@@H]3[C@H](O[C@H](C[C@@H]3O)O[C@H]4CC[C@]5([C@@H](C4)CC[C@@H]6[C@@H]5CC[C@]7([C@@]6(C[C@@H]([C@@H]7C8=CC(=O)OC8)O)O)C)C)C)C)O)O